BrC=1C(=NC=CC1)C[C@H]1N(C(C2=CC=CC=C12)=O)CC1=CC2=C(NC(O2)=O)C=C1 (R)-6-((1-((3-bromopyridin-2-yl)methyl)-3-oxoisoindolin-2-yl)methyl)benzo[d]oxazol-2(3H)-one